N-(3,5-difluoro-4-((7-(2-hydroxyethoxy)-6-methoxyquinolin-4-yl)oxy)phenyl)-4-(2,2-difluoroethoxy)pyridine-3-carboxamide FC=1C=C(C=C(C1OC1=CC=NC2=CC(=C(C=C12)OC)OCCO)F)NC(=O)C=1C=NC=CC1OCC(F)F